Cl.FC(C(C#C)N)(F)F 1,1,1-trifluorobut-3-yn-2-amine hydrochloride